(±)-Methyl 4-(3-aminotetrahydrofuran-3-yl)-3-fluorobenzoate N[C@@]1(COCC1)C1=C(C=C(C(=O)OC)C=C1)F |r|